trans-3-[(3,4-difluorobenzyl)oxy]-N-{2-fluoro-3-[6-oxo-4-(trifluoromethyl)-1,6-dihydropyrimidine-2-yl]-4-(trifluoromethyl)benzyl}cyclobutane-1-carboxamide FC=1C=C(CO[C@@H]2C[C@H](C2)C(=O)NCC2=C(C(=C(C=C2)C(F)(F)F)C=2NC(C=C(N2)C(F)(F)F)=O)F)C=CC1F